C(C1=CC=CC=C1)OC(=O)N1CCC(=CC1C1=CC=CC=C1)C=1C=C2CN(C(C2=CC1)=O)C1C(NC(CC1)=O)=O 4-(2-(2,6-dioxopiperidin-3-yl)-1-oxoisoindolin-5-yl)-6-phenyl-3,6-dihydropyridine-1(2H)-carboxylic acid benzyl ester